FC1([C@H](C1)C(=O)NC1=NC=C2C=C(C=3N(C2=C1)N=CN3)C=3C=NC(=CC3C)C(C=C)O)F (1R)-2,2-difluoro-N-{4-[6-(1-hydroxy-prop-2-en-1-yl)-4-methylpyridin-3-yl]-[1,2,4]triazolo[1,5-a]1,6-naphthyridin-8-yl}cyclopropane-1-carboxamide